6-(1-(4,5,6,7-tetrahydropyrazolo[1,5-a]pyrazine-3-carboxamido)cyclopropyl)nicotinic acid hydrochloride Cl.N1=CC(=C2N1CCNC2)C(=O)NC2(CC2)C2=NC=C(C(=O)O)C=C2